Tert-butyl (S)-2-((R)-2-amino-3-(phenylthio)propyl)pyrrolidine-1-carboxylate N[C@H](C[C@H]1N(CCC1)C(=O)OC(C)(C)C)CSC1=CC=CC=C1